COC(OC)(OC)[SiH3] Trimethoxymethylsilan